ClC=1C=C(C(=O)NC2=C3C(N(C(=NC3=C(C=C2)F)C([2H])([2H])[2H])CC2=C(C=CC=C2)C(F)(F)F)=O)C=C(C1O)Cl 3,5-dichloro-N-(8-fluoro-2-(methyl-d3)-4-oxo-3-(2-(trifluoromethyl)benzyl)-3,4-dihydroquinazolin-5-yl)-4-hydroxybenzamide